ClCC([C@@H](CC(C)C)NC(OCC1=CC=CC=C1)=O)=O benzyl (R)-(1-chloro-5-methyl-2-oxohexan-3-yl)carbamate